3-[4-[1-[4-[4-[4-(aminomethyl)-3-methyl-phenyl]pyrrolo[2,1-f][1,2,4]triazin-6-yl]butyl]azetidin-3-yl]anilino]piperidine-2,6-dione hydrochloride Cl.NCC1=C(C=C(C=C1)C1=NC=NN2C1=CC(=C2)CCCCN2CC(C2)C2=CC=C(NC1C(NC(CC1)=O)=O)C=C2)C